1-bromo-3-(methylthio)-5a,6,7,8,9,9a-hexahydrobenzo[5,6][1,4]dioxino[2,3-c]pyridine BrC1=NC(=CC2=C1OC1C(O2)CCCC1)SC